NCC1=CC=C(C=C1)NC(=O)NCC1=CC=C(C=C1)OC 1-(4-(Aminomethyl)phenyl)-3-(4-methoxybenzyl)urea